C(#N)C1=CSC=2OCC(CC21)N(C(OC(C)(C)C)=O)C tert-butyl (5-cyano-3,4-dihydro-2H-thieno[2,3-b]pyran-3-yl)(methyl)carbamate